O(C1=CC=CC=C1)C1=CC=C(C=C1)C=1C(=NC=NC1)NC1CNCCC1 3-((5-(4-phenoxyphenyl)pyrimidin-4-yl)amino)piperidin